PHENYLETHYL-RESORCINOL C1(=CC=CC=C1)CCC1=C(O)C=CC=C1O